3-(1-Oxo-5-(2,7-diazaspiro[3.5]nonan-2-yl)isoindolin-2-yl)piperidine-2,6-dione O=C1N(CC2=CC(=CC=C12)N1CC2(C1)CCNCC2)C2C(NC(CC2)=O)=O